2-(cyclopropoxy)thiazole C1(CC1)OC=1SC=CN1